C(C)C=1C=C(C=C(C1)OC(F)(F)F)C1CCC2(CN(C2)C(=O)OC(C)(C)C)CC1 tert-Butyl 7-(3-ethyl-5-(trifluoromethoxy)phenyl)-2-azaspiro[3.5]nonane-2-carboxylate